4,4-dimethyl-3-(6-methyl-1H-benzo[d]imidazol-2-yl)cyclopent-2-en-1-one CC1(C(=CC(C1)=O)C1=NC2=C(N1)C=C(C=C2)C)C